(3aR,3bS,4aS,5R,5aS)-5-(5,7-dichloro-3H-imidazo[4,5-b]pyridin-3-yl)-2,2-dimethyltetrahydrocyclopropa[3,4]cyclopenta[1,2-d][1,3]dioxole-3b(3aH)-carboxylic acid ClC1=CC(=C2C(=N1)N(C=N2)[C@@H]2[C@@H]1[C@]([C@@H]3[C@H]2OC(O3)(C)C)(C1)C(=O)O)Cl